2,2-dichloro-3-(3-chloro-4-fluorophenyl)cyclopropane-1-carboxylic acid ClC1(C(C1C1=CC(=C(C=C1)F)Cl)C(=O)O)Cl